C(C)C1=NC(=CC=C1N1C[C@H](CCC1)CC(=O)OCC)C=1N=NN(C1COC(=O)OC1=CC=C(C=C1)[N+](=O)[O-])C ethyl (R)-2-(1-(2-ethyl-6-(1-methyl-5-((((4-nitrophenoxy)carbonyl)oxy)methyl)-1H-1,2,3-triazol-4-yl)pyridin-3-yl)piperidin-3-yl)acetate